2-(5-chloro-2-((5-cyanopyridin-3-yl)methoxy)-4-(3-(1-(3-(4-Hydroxypiperidin-1-yl)propyl)indolin-4-yl)-2-methylbenzyloxy)benzylamino)ethanol ClC=1C(=CC(=C(CNCCO)C1)OCC=1C=NC=C(C1)C#N)OCC1=C(C(=CC=C1)C1=C2CCN(C2=CC=C1)CCCN1CCC(CC1)O)C